The molecule is a member of the class of maleimides that is maleimide which is substituted at position 3 by an indol-3-yl group and at position 4 by a quinazolin-4-yl group, which in turn is substituted at position 2 by a 4-methylpiperazin-1-yl group. It is a potent and selective inhibitor of protein kinase C and has been investigated as an immunosuppresant in renal transplant patients. It has a role as an EC 2.7.11.13 (protein kinase C) inhibitor, an immunosuppressive agent and an anticoronaviral agent. It is a N-alkylpiperazine, a N-arylpiperazine, a member of indoles, a member of quinazolines and a member of maleimides. CN1CCN(CC1)C2=NC3=CC=CC=C3C(=N2)C4=C(C(=O)NC4=O)C5=CNC6=CC=CC=C65